ClC1=CC=C(C(=N1)C=1N=NN(N1)C)NC(C)C=1C=C(C=C2C(N(C=3N(C12)C=NC3C3=CN=CN3C)C)=O)C 9-(1-((6-chloro-2-(2-methyl-2H-tetrazol-5-yl)pyridin-3-yl)amino)ethyl)-4,7-dimethyl-3-(1-methyl-1H-imidazol-5-yl)imidazo[1,5-a]quinazolin-5(4H)-one